perfluoro-2-oxahexyl methyl ether COC(OC(C(C(C(F)(F)F)(F)F)(F)F)(F)F)(F)F